C(CC)OCOCCCC(CC(CC(CC(CC(CC(C)Cl)C)C)C)C)C 14-chloro-4,6,8,10,12-pentamethylpentadecyl propyloxymethyl ether